C[C@@H]1[C@@H](N(CC1)C(NC1=CC=C(C=C1)C(C)C)=O)C(=O)NC1=CC=C(C=C1)C1=CC=C(C=C1)C(=O)O 4'-{[(3S)-3-Methyl-1-{[4-(propan-2-yl)phenyl]carbamoyl}-D-prolyl]amino}[1,1'-biphenyl]-4-carboxylic acid